(2-isopropoxy-6-methyl-phenyl)boronic acid C(C)(C)OC1=C(C(=CC=C1)C)B(O)O